4-((2'S,3S,4'S,5'R)-1-(4-carboxybenzyl)-6-chloro-4'-(3-chloro-2-fluorophenyl)-2'-neopentyl-spiro[indoline-3,3'-pyrrolidine]-5'-carboxamido)-3-methoxybenzoic acid C(=O)(O)C1=CC=C(CN2C[C@@]3([C@@H](N[C@H]([C@@H]3C3=C(C(=CC=C3)Cl)F)C(=O)NC3=C(C=C(C(=O)O)C=C3)OC)CC(C)(C)C)C3=CC=C(C=C23)Cl)C=C1